IC1=C(C=C(C=C1)F)[C@@H](C)O |r| racemic-1-(2-iodo-5-fluorophenyl)ethanol